IC1=CC(=CN=N1)C(=O)OC methyl 6-iodopyridazine-4-carboxylate